C(C)OC=1C=C(C=C(C1C(C)O)OCC)[C@@H](C)N(C(=O)NC1(CC(C1)(F)F)C1=NN=NN1)CCCCC1=CC=CC=C1 N-{(1R)-1-[3,5-Diethoxy-4-(1-Hydroxyethyl)Phenyl]Ethyl}-N'-[3,3-Difluoro-1-(1H-Tetrazol-5-Yl)Cyclobutyl]-N-(4-Phenylbutyl)Urea